2-(trifluoromethyl)-1H-benzimidazol-5-amine FC(C1=NC2=C(N1)C=CC(=C2)N)(F)F